2-(4-(((6-(cyclopropyl(4-(difluoromethoxy)benzyl)amino)-5-fluoropyrimidin-4-yl)amino)methyl)-3-hydroxypiperidin-1-yl)acetamide C1(CC1)N(C1=C(C(=NC=N1)NCC1C(CN(CC1)CC(=O)N)O)F)CC1=CC=C(C=C1)OC(F)F